racemic-(cis)-10-(3-((bis(4-methoxyphenyl) (phenyl)-methoxy) methyl)-4-(hydroxymethyl)-3,4-dimethylpyrrolidin-1-yl)-10-oxodecanoate COC1=CC=C(C=C1)C(OC[C@@]1(CN(C[C@]1(C)CO)C(CCCCCCCCC(=O)[O-])=O)C)(C1=CC=CC=C1)C1=CC=C(C=C1)OC